ethyl (2-cyclopropyl-2-(3-((2-((diisopropylamino)methyl)-4-(5-fluoro-2-methoxypyridin-4-yl)benzyl)oxy)phenyl)ethyl)(methyl)phosphinate C1(CC1)C(CP(OCC)(=O)C)C1=CC(=CC=C1)OCC1=C(C=C(C=C1)C1=CC(=NC=C1F)OC)CN(C(C)C)C(C)C